BrCC1COC1 3-bromomethyloxetane